(S)-N-((4-bromopyridin-3-yl)methylene)-2-methylpropan-2-sulfinamide BrC1=C(C=NC=C1)C=N[S@@](=O)C(C)(C)C